[Na]N1C(C=CC=C1)=S 1-(sodio)-1,2-dihydropyridine-2-thione